2-amino-3-[acetylamino]propionic acid NC(C(=O)O)CNC(C)=O